[N+](=O)([O-])C1=CC=C(C=C1)OC(=O)N1C[C@@H]2[C@@H](OCC(N2)=O)CC1.FC=1C=C2C(=C(NC2=CC1)C(C)=O)I 1-(5-fluoro-3-iodo-1H-indol-2-yl)ethan-1-one 4-Nitrophenyl-(4aR,8aS)-3-oxohexahydro-2H-pyrido[4,3-b][1,4]oxazine-6(5H)-carboxylate